N1=C(C=NC=C1)C(C)=O 1-(pyrazin-2-yl)ethanone